ClCC=1C(=NC=CC1)C(F)(F)F 3-(chloromethyl)-2-(trifluoromethyl)pyridine